2'-(2-ethoxypyridin-3-yl)-3-ethyl-1-(6-methoxy-2-(trifluoromethyl)pyridin-3-yl)-7',8'-dihydro-6'H-spiro[piperidine-4,5'-[1,7]naphthyridine] C(C)OC1=NC=CC=C1C1=NC=2CNCC3(C2C=C1)C(CN(CC3)C=3C(=NC(=CC3)OC)C(F)(F)F)CC